4-amino-2-(3-aminoprop-1-yn-1-yl)benzyl diisopropyl phosphate P(=O)(OCC1=C(C=C(C=C1)N)C#CCN)(OC(C)C)OC(C)C